4-methoxy-3-(trifluoromethyl)-1H-indole-2-carboxamide COC1=C2C(=C(NC2=CC=C1)C(=O)N)C(F)(F)F